N,N-Dimethylcarbamic acid 3-[[[4-(aminomethyl)-1-(5-methyl-7H-pyrrolo[2,3-d]pyrimidin-4-yl)-4-piperidinyl]carbonyl]amino]phenyl ester NCC1(CCN(CC1)C=1C2=C(N=CN1)NC=C2C)C(=O)NC=2C=C(C=CC2)OC(N(C)C)=O